4-methyl-1-[(1-methyl-1H-pyrazol-4-yl)methyl]-3-{3-methyl-5-[4-(trifluoromethyl)phenoxy]phenyl}-1H,4H,5H-pyrrolo[3,2-b]pyridin-5-one CN1C2=C(C=CC1=O)N(C=C2C2=CC(=CC(=C2)OC2=CC=C(C=C2)C(F)(F)F)C)CC=2C=NN(C2)C